FCC(CF)N1C[C@@H](CC1)NC1=C(C=C(C=C1)S(=O)(=O)NC(C1=C(C=CC=C1)OC=1C=C2C(=NC1)NC=C2)=O)[N+](=O)[O-] N-{[4-({(3R)-1-[2-fluoro-1-(fluoromethyl)ethyl]pyrrolidin-3-yl}amino)-3-nitrophenyl]sulfonyl}-2-(1H-pyrrolo[2,3-b]pyridin-5-yloxy)benzamide